ClC=1N=C2C(=NC1)NC=C2C2=NC(=CC(=N2)N[C@@H]2[C@H](C1CCC2CC1)C(=O)OCC)C=1SC(=CC1)F (2S,3S)-ethyl 3-((2-(2-chloro-5H-pyrrolo[2,3-b]pyrazin-7-yl)-6-(5-fluorothiophen-2-yl) pyrimidin-4-yl)amino)bicyclo[2.2.2]octane-2-carboxylate